2-(2,6-dioxopiperidin-3-yl)-5-((2-((3-(4-(quinoxalin-2-yl)-1H-pyrazol-1-yl)cyclobutyl)amino)ethyl)amino)isoindoline-1,3-dione O=C1NC(CCC1N1C(C2=CC=C(C=C2C1=O)NCCNC1CC(C1)N1N=CC(=C1)C1=NC2=CC=CC=C2N=C1)=O)=O